N1NCC=2C=NC=CC21 dihydro-1H-pyrazolo[4,3-c]pyridin